4-PHENYL-PYRROL-3-YLBORONIC ACID C1(=CC=CC=C1)C=1C(=CNC1)B(O)O